COCCN1CCN(CC1)C1=CC(=NC=C1)NC=1SC2=NC(=CC=C2N1)C1=CN=NC=C1 N-(4-(4-(2-methoxyethyl)-piperazin-1-yl)pyridin-2-yl)-5-(pyridazin-4-yl)-thiazolo[5,4-b]pyridin-2-amine